tert-butyl (1R,5S)-7-amino-3-oxa-9-azabicyclo[3.3.1]nonane-9-carboxylate NC1C[C@H]2COC[C@@H](C1)N2C(=O)OC(C)(C)C